1-((3S,4R)-4-(3-((4-amino-5-(4-chlorophenyl)-7-(2-methoxyethyl)-7H-pyrrolo[2,3-d]pyrimidin-6-yl)ethynyl)azetidin-1-yl)-3-hydroxypiperidin-1-yl)prop-2-en-1-one NC=1C2=C(N=CN1)N(C(=C2C2=CC=C(C=C2)Cl)C#CC2CN(C2)[C@H]2[C@H](CN(CC2)C(C=C)=O)O)CCOC